(R)-10-amino-2-cyclopropyl-7-methyl-1,2,3,4-tetrahydro-[1,4]oxazepino[2,3-c][1,8]naphthyridin-6(7H)-one NC1=CC=2C3=C(C(N(C2N=C1)C)=O)OCC[C@@H](N3)C3CC3